FC(CCCCN1C[C@@H]([C@H]([C@@H]([C@H](C1)O)O)O)O)COCC=1N=C(SC1)C1=C(C(=C(C=C1)F)F)F (3S,4R,5R,6S)-1-(5-fluoro-6-{[2-(2,3,4-trifluorophenyl)-1,3-thiazol-4-yl]methoxy}hexyl)-3,4,5,6-azepanetetrol